4-hydroxyindole-1-carboxylate OC1=C2C=CN(C2=CC=C1)C(=O)[O-]